FC1=CC=C2CCC[C@H](C2=C1)N (R)-7-fluoro-1,2,3,4-tetrahydro-naphthalen-1-amine